N-((S)-1-(((S)-1,1-bis(4-methoxyphenyl)propan-2-yl)amino)-4-methyl-1-oxopentan-2-yl)-3-hydroxy-4-methoxypicolinamide COC1=CC=C(C=C1)C([C@H](C)NC([C@H](CC(C)C)NC(C1=NC=CC(=C1O)OC)=O)=O)C1=CC=C(C=C1)OC